F[B-](F)(F)F.[Na+] Sodium tetrafluoroborate